Cl.N[C@@H]1CC[C@H](OC1)C(=O)N(C)C (2S,5R)-5-amino-N,N-dimethyltetrahydro-2H-pyran-2-carboxamide hydrochloride